S1C=NN=C1C#N [1,3,4]Thiadiazole-5-carbonitrile